dodecyl sulfate ammonium salt [NH4+].S(=O)(=O)(OCCCCCCCCCCCC)[O-]